C(C)(C)(C)OC(=O)NCC1=CC(=C(C(=C1)C)NC(=O)C1=CC2=C(OCCC3=C2SC(=C3)C)C=C1C=1C(=NC(=CC1)C(NCCC)=O)C(=O)OC)Cl methyl 3-(9-((4-(((tert-butoxycarbonyl)amino)methyl)-2-chloro-6-methylphenyl)carbamoyl)-2-methyl-4,5-dihydrobenzo[b]thieno[2,3-d]oxepin-8-yl)-6-(propylcarbamoyl)picolinate